ClC=1C(=NC=CC1S(=O)(=O)C1=CC=C(C=C1)CNC(=O)C1=CC=2C(=CN=CC2)S1)N1CCOCC1 N-({4-[3-chloro-2-(morpholin-4-yl)pyridine-4-sulfonyl]phenyl}methyl)thieno[2,3-c]pyridine-2-carboxamide